C(C)OC(CN(CC(C)(C)C)NC1=NC(=NC=C1F)Cl)=O N-((2-chloro-5-fluoropyrimidin-4-yl)amino)-N-neopentyl-glycine ethyl ester